triphenyl-sulfonium camphorsulfonic acid salt C12(C(=O)CC(CC1)C2(C)C)CS(=O)(=O)[O-].C2(=CC=CC=C2)[S+](C2=CC=CC=C2)C2=CC=CC=C2